3-(2,3,5,6-tetra(9H-carbazol-9-yl)pyridin-4-yl)benzonitrile C1=CC=CC=2C3=CC=CC=C3N(C12)C1=NC(=C(C(=C1N1C2=CC=CC=C2C=2C=CC=CC12)C=1C=C(C#N)C=CC1)N1C2=CC=CC=C2C=2C=CC=CC12)N1C2=CC=CC=C2C=2C=CC=CC12